2-(2-methoxyprop-2-yl)morpholine COC(C)(C)C1CNCCO1